COC1=CC=C(C=C1)[C@@H](C)NC1=CC=C(C=C1)NS(=O)(=O)C1CCCCC1 (R)-N-(4-((1-(4-methoxyphenyl)ethyl)amino)phenyl)cyclohexanesulfonamide